N1=CC=CC(=C1)C=1C=CC=NC1 5,5'-bipyridine